OCCC[C@H](C)CC(C)([N+](=O)[O-])C (S)-2-(3-hydroxypropyl)-4-methyl-4-nitropentane